FC1=CC=C(C=C1)OCCC(=O)N1CCN(CC1)C1=CC=C(C=C1)C(F)(F)F 1-{3-[(4-fluorophenyl)oxy]propanoyl}-4-[4-(trifluoromethyl)phenyl]piperazine